[Cl-].ClCC(C[N+](CC1=CC=CC=C1)(C)C)O Chloro-2-hydroxypropyl-N,N-dimethyl-N-Benzylammonium chlorid